3,9-dimethyl-3,4,7,17-tetraazatricyclo[12.3.1.02,6]Octadeca-1(18),2(6),4,14,16-pentaen-8-one CN1C=2C=3N=CC=C(CCCCC(C(NC2C=N1)=O)C)C3